C(C)N1N=C(C(=C1)C1=NN2C(=NC=3C(=CC=CC3C2=N1)S(=O)(=O)C)N[C@H]1C(NCCCC1)=O)C (3R)-3-{[2-(1-ethyl-3-methyl-1H-pyrazol-4-yl)-7-(methanesulfonyl)[1,2,4]triazolo[1,5-c]quinazolin-5-yl]amino}azepan-2-one